(3ar,5ar,8ar)-4-methoxy-2,2-dimethyl-6-methylenehexahydrocyclopenta[2,3]furo[3,4-d][1,3]dioxole COC1O[C@H]2[C@]3(OC(O[C@H]31)(C)C)CCC2=C